(1,3-dimethyl-azetidin-3-yl){4-[5-(trifluoromethyl)pyridin-3-yl]piperidin-1-yl}methanone CN1CC(C1)(C)C(=O)N1CCC(CC1)C=1C=NC=C(C1)C(F)(F)F